C(CC)SC1=NN=C2N1C=C(C=C2)N 3-(propylthio)-6-amino-[1,2,4]triazolo[4,3-a]pyridine